methyl 4-bromo-2-(2-(isoquinolin-5-yl)acetamido)thiophene-3-carboxylate BrC=1C(=C(SC1)NC(CC1=C2C=CN=CC2=CC=C1)=O)C(=O)OC